[3-(difluoromethoxy)pyridin-2-yl]Malonic acid 1,3-dimethyl ester COC(C(C(=O)OC)C1=NC=CC=C1OC(F)F)=O